O1CCN(CC1)CCCN1C(CCC2=CC=C(C=C12)C1=CC2=CC=CC=C2C=C1)=O 1-(3-morpholinopropyl)-7-(naphthalen-2-yl)-3,4-dihydroquinolin-2(1H)-one